C1=CC=CC=2C3=CC=CC=C3N(C12)C1=CC2=C(C3=C(C4=C(S3)C=CC=C4)S2(=O)=O)C=C1 7-(9H-carbazol-9-yl)benzo[b]benzo[4,5]thieno[2,3-d]thiophene 5,5-dioxide